N-[(2S,3R)-2-[([1,1'-biphenyl]-3-yl)methyl]-4,4-difluoro-1-(oxetan-2-carbonyl)pyrrolidin-3-yl]ethanesulfonamide C1(=CC(=CC=C1)C[C@@H]1N(CC([C@@H]1NS(=O)(=O)CC)(F)F)C(=O)C1OCC1)C1=CC=CC=C1